ClC1=NC=C(C(=N1)NC=1C=C2C=CNC(C2=CC1)=O)C 6-[(2-chloro-5-methyl-pyrimidin-4-yl)amino]-2H-isoquinolin-1-one